5-(4-(2-hydroxy-3-morpholinopropoxy)piperidin-1-yl)-N-methyl-7-(trifluoromethyl)thieno[3,2-b]pyridine-3-carboxamide OC(COC1CCN(CC1)C1=CC(=C2C(=N1)C(=CS2)C(=O)NC)C(F)(F)F)CN2CCOCC2